C(C1=CC=CC=C1)OC1CN(C1)C1=NC=2N(C(=C1)Cl)N=C(C2)[C@H]2N(CCCC2)C(=O)OC(C)(C)C tert-butyl (2S)-2-{5-[3-(benzyloxy)azetidin-1-yl]-7-chloropyrazolo[1,5-a]pyrimidin-2-yl}piperidine-1-carboxylate